2-[2-ethyl-7-({8-fluoro-2-methylimidazo[1,2-a]pyridin-6-yl}carbamoyl)indazol-4-yl]-2,5-diazaspiro[3.4]octane-5-carboxylate C(C)N1N=C2C(=CC=C(C2=C1)N1CC2(C1)N(CCC2)C(=O)[O-])C(NC=2C=C(C=1N(C2)C=C(N1)C)F)=O